bis[2,6-difluoro-3-(1H-pyrrolyl)phenyl]iodonium FC1=C(C(=CC=C1N1C=CC=C1)F)[I+]C1=C(C(=CC=C1F)N1C=CC=C1)F